5-fluoro-1H-pyrazolo[3,4-b]pyridine-3-carbonitrile FC=1C=C2C(=NC1)NN=C2C#N